NC1=CC=C(C=C1)C=1C2=CC(=C(C=C2OC2=CC(C(=CC12)O)=O)O)O 9-(4-aminophenyl)-2,6,7-trihydroxyxanthene-3-one